ClC1=C(C=C2C=C(N=CC2=C1)NC(=O)[C@@H]1CC12CCOCC2)[C@@H]2CC[C@H](CC2)N2CC(C2)F (1R)-N-(7-chloro-6-(trans-4-(3-fluoroazetidin-1-yl)cyclohexyl)isoquinolin-3-yl)-6-oxaspiro[2.5]octane-1-carboxamide